4-{3-[(1R)-1-aminoethyl]-4-methyl-5-oxo-4,5-dihydro-1H-1,2,4-triazol-1-yl}-N-(4-amino-2-methylphenyl)-2-(1-cyclohexylethoxy)-5-fluorobenzamide N[C@H](C)C1=NN(C(N1C)=O)C1=CC(=C(C(=O)NC2=C(C=C(C=C2)N)C)C=C1F)OC(C)C1CCCCC1